C1(CCCC1)C=1NC=CC1 2-cyclopentyl-1H-pyrrole